N-(2,2,2-trifluoro-1-(4-fluorophenyl)ethyl)-1,3-dihydroisobenzofuran-5-sulfonamide FC(C(C1=CC=C(C=C1)F)NS(=O)(=O)C=1C=C2COCC2=CC1)(F)F